alpha-methyl-histidine C[C@](N)(CC1=CNC=N1)C(=O)O